BrC1=CC2=C(N=C(N=C2)NC2=CC=NC=C2)N2C1=NCC2 6-bromo-N-(pyridin-4-yl)-8,9-dihydroimidazo[1',2':1,6]pyrido[2,3-d]pyrimidin-2-amine